C12(CC3CC(CC(C1)C3)C2)CCO adamantaneethanol